(3R)-5-{[8-fluoro-6-hydroxy-7-(1,1,4-trioxo-1λ6,2,5-thiadiazolidin-2-yl)naphthalen-2-yl]oxy}-3-hydroxy-3-methylpentanenitrile FC=1C(=C(C=C2C=CC(=CC12)OCC[C@](CC#N)(C)O)O)N1S(NC(C1)=O)(=O)=O